CC1=NN=C(S1)NC(C1=C(C=CC2=CC=CC=C12)O)C1=C(C=CC=C1)[N+](=O)[O-] 1-(((5-methyl-1,3,4-thiadiazol-2-yl)amino)(2-nitrophenyl)methyl)naphthalen-2-ol